CNC1CCN(CC1)C1=CC=CC(=N1)NC=1C2=C(C(=NC1)C1=C3C(=NC=C1)N(C=C3)C)CNC2=O 7-[[6-[4-(methylamino)-1-piperidyl]-2-pyridyl]amino]-4-(1-methylpyrrolo[2,3-b]pyridin-4-yl)-2,3-dihydropyrrolo[3,4-c]pyridin-1-one